ClC1=CNC=2N=C(N=C(C21)O[C@@H]2CN(CC[C@H]2F)C(C=C)=O)NC=2C=NN(C2)CC 1-(trans-3-((5-chloro-2-((1-ethyl-1H-pyrazol-4-yl)amino)-7H-pyrrolo[2,3-d]pyrimidin-4-yl)oxy)-4-fluoropiperidin-1-yl)prop-2-en-1-one